BrC=1C=C(C=CC1F)NC1=C(C=CC=C1C)C N-(3-bromo-4-fluorophenyl)-2,6-dimethylaniline